2-(imidazo[1,5-a]pyridin-8-ylmethoxy)-5-methoxybenzaldehyde C=1N=CN2C1C(=CC=C2)COC2=C(C=O)C=C(C=C2)OC